O=C1NC(CCC1NC(=O)C1CCCCCCC1)=O N-(2,6-dioxo-3-piperidinyl)-cyclooctanecarboxamide